2-chloro-6-[6-(propan-2-yl)pyridin-3-yl]aniline ClC1=C(N)C(=CC=C1)C=1C=NC(=CC1)C(C)C